N1N=NC(=C1)C(=O)O 4-triazolecarboxylic acid